2,2-dimethyl-2H-pyrido[3,2-b][1,4]oxazin CC1(C=NC2=C(O1)C=CC=N2)C